Triethylenetetraamine NCCNCCNCCN